3-((diphenylmethylene)amino)furo[3,4-b]pyridin-5(7H)-imine C1(=CC=CC=C1)C(C1=CC=CC=C1)=NC=1C=C2C(=NC1)COC2=N